CN1N=NC(=C1NC(O[C@H](C)C=1C(=NC=CC1)Cl)=O)C1=NC=C(C=C1)NC(=O)[C@H]1CNC(C1)=O (R)-1-(2-chloropyridin-3-yl)ethyl (1-methyl-4-(5-((R)-5-oxopyrrolidine-3-carboxamido)pyridin-2-yl)-1H-1,2,3-triazol-5-yl)carbamate